(2S,3R,4R,5S,6R)-2-[3-(3,4-Dihydro-2H-benzo[1,4]oxazin-6-ylmethyl)-4-ethyl-phenyl]-6-hydroxymethyl-tetrahydro-pyran-3,4,5-triol O1CCNC2=C1C=CC(=C2)CC=2C=C(C=CC2CC)[C@@H]2O[C@@H]([C@H]([C@@H]([C@H]2O)O)O)CO